(E)-2-methoxy-4-(3-methoxy-2-(3-methylbut-2-en-1-yl)-5-nitrostyryl)phenol COC1=C(C=CC(=C1)\C=C\C1=C(C(=CC(=C1)[N+](=O)[O-])OC)CC=C(C)C)O